8-chloro-5-fluoro-1,7-naphthyridine ClC=1N=CC(=C2C=CC=NC12)F